t-Butyl (3S)-3-[4-[3-cyano-4-[(3-fluoro-6-methyl-2-pyridyl) sulfanyl]pyrazolo[1,5-a]pyridin-6-yl]pyrazol-1-yl]piperidine-1-carboxylate C(#N)C=1C=NN2C1C(=CC(=C2)C=2C=NN(C2)[C@@H]2CN(CCC2)C(=O)OC(C)(C)C)SC2=NC(=CC=C2F)C